4-(2-Fluoro-4-methoxyphenyl)-5-[4-[(3S)-1-(3-fluoropropyl)pyrrolidin-3-yl]oxyphenyl]-2,3-dihydro-1-benzoxepin-8-ol FC1=C(C=CC(=C1)OC)C=1CCOC2=C(C1C1=CC=C(C=C1)O[C@@H]1CN(CC1)CCCF)C=CC(=C2)O